C1C=[C-]C=2C=CC3=C(C12)C=CC=C3 3-Benz[e]indenide